5-amino-N-(pyrimidin-2-yl)-N-(5-(trifluoromethyl)-2,3-dihydro-1H-inden-1-yl)benzo[c][2,6]naphthyridin-9-carboxamide NC1=NC2=C(C3=CN=CC=C13)C=C(C=C2)C(=O)N(C2CCC1=CC(=CC=C21)C(F)(F)F)C2=NC=CC=N2